3,3'-(1,4-phenylenedimethylene)-bis-(7,7-dimethyl-2-oxo-bicyclo-[2.2.1]heptane-1-methanesulfonic acid) C1(=CC=C(C=C1)CC1C(C2(CCC1C2(C)C)CS(=O)(=O)O)=O)CC2C(C1(CCC2C1(C)C)CS(=O)(=O)O)=O